C1(CC1)C1=NC=NC(=C1)OC([2H])([2H])[2H] 4-cyclopropyl-6-(methoxy-d3)pyrimidine